dimethylmethoxychromanol CC1(CC2=CC=CC=C2OC1(O)OC)C